C1=C2C=3C(=NC2=CC=C1)C=CC=CC3 cyclohepta[b]indole